[C@H]12N(C[C@H](NC1)C2)C=2C=CC=C1C(=CN=CC21)N2C(NC(CC2)=O)=O 1-[8-[(1R,4R)-2,5-diazabicyclo[2.2.1]heptan-2-yl]-4-isoquinolyl]hexahydropyrimidine-2,4-dione